C(C1=CC=CC=C1)N1CCC(CC1)C1=CC2=C(N=C(N=C2N[C@H](C)C2=C(C(=CC=C2)C(F)F)F)C)NC1=O (R)-6-(1-benzylpiperidin-4-yl)-4-((1-(3-(difluoromethyl)-2-fluorophenyl)ethyl)amino)-2-methylpyrido[2,3-d]pyrimidin-7(8H)-one